N-[2-(1-benzylpiperidin-4-yl)ethyl]-4-(2-methoxyphenyl)piperidine-1-carboxamide C(C1=CC=CC=C1)N1CCC(CC1)CCNC(=O)N1CCC(CC1)C1=C(C=CC=C1)OC